1-4-methyl-phenyl-4-methyl-triazole CC1=CC=C(C=C1)N1N=NC(=C1)C